COC(=O)NNC 2-methylhydrazinecarboxylic acid methyl ester